(4-(4-Amino-(4-phenoxyphenyl)-1H-pyrazolo[3,4-d]pyrimidin-1-yl)piperidin-1-yl)(4-((4-Methylpiperazin-1-yl)methyl)phenyl)methanone NC1=C2C(=NC=N1)N(N=C2C2=CC=C(C=C2)OC2=CC=CC=C2)C2CCN(CC2)C(=O)C2=CC=C(C=C2)CN2CCN(CC2)C